tert-butyl (1S,4S)-5-(3-(1-(4-(5-(difluoromethyl)-1,3,4-oxadiazol-2-yl)-2-fluorobenzyl)-1H-1,2,3-triazol-4-yl)phenyl)-2,5-diazabicyclo[2.2.1]heptan-2-carboxylate FC(C1=NN=C(O1)C1=CC(=C(CN2N=NC(=C2)C=2C=C(C=CC2)N2[C@@H]3CN([C@H](C2)C3)C(=O)OC(C)(C)C)C=C1)F)F